C(OC1=C2N(N=CC1=O)[C@H]([C@@H]1N(C2=O)CCC1)[C@H](C1=CC=C(C=C1)F)C1=C(C(=CC=C1)F)F)(OC(C)C)=O (9aR,10S)-10-((R)-(2,3-difluorophenyl)(4-fluorophenyl)methyl)-3,5-dioxo-3,5,8,9,9a,10-hexahydro-7H-pyrrolo[1',2':4,5]pyrazino[1,2-b]pyridazin-4-yl isopropyl carbonate